ClC1=C(NC2=CC=C(C(=C12)Cl)Cl)C(=O)O 3,4,5-trichloro-1H-indole-2-carboxylic acid